N[C@H]1CN(CCC1)C1=C(N=NC2=CC=C(C=C12)C=1C=C(C(=O)N)C=C(C1)F)C1=CC(=CC(=C1)C)Cl 3-{4-[(3R)-3-aminopiperidin-1-yl]-3-(3-chloro-5-methylphenyl)cinnolin-6-yl}-5-fluorobenzamide